BrC1=NC=C2C=CC(=NC2=C1)Cl 7-bromo-2-chloro-1,6-naphthyridine